(2S,3S,4S,5R,6R)-2,3,4,5,6,7-hexahydroxyheptanal O[C@H](C=O)[C@H]([C@H]([C@@H]([C@@H](CO)O)O)O)O